C1(=CC=C(C=C1)C#CC)C1=CC=CC=C1 3-([1,1'-biphenyl]-4-yl)prop-2-yne